pyranol palmitate C(CCCCCCCCCCCCCCC)(=O)OC1OC=CC=C1